5-(piperidin-1-yl)-N-(1-(vinylsulfonyl)pyrrolidin-3-yl)-2,6-naphthyridin-3-amine N1(CCCCC1)C1=C2C=C(N=CC2=CC=N1)NC1CN(CC1)S(=O)(=O)C=C